tert-Butyl (2-((1S,6S)-6-((tert-butoxycarbonyl)amino)-4-carbamoylcyclohex-3-en-1-yl)-5-chloro-3-methylthieno[3,2-b]pyridin-7-yl)(thiophen-2-ylmethyl)carbamate C(C)(C)(C)OC(=O)N[C@H]1CC(=CC[C@@H]1C1=C(C2=NC(=CC(=C2S1)N(C(OC(C)(C)C)=O)CC=1SC=CC1)Cl)C)C(N)=O